methyl-5-(2-nitrophenoxy)-1H-pyrazole-4-carbaldehyde CN1N=CC(=C1OC1=C(C=CC=C1)[N+](=O)[O-])C=O